N-(3-chloro-1H-indol-7-yl)-1,3-dimethylpyrazole-4-sulfonamide ClC1=CNC2=C(C=CC=C12)NS(=O)(=O)C=1C(=NN(C1)C)C